6-(2-cyanopyridin-4-yl)-4-(isopropylamino)-1,5-naphthyridine-3-carboxamide C(#N)C1=NC=CC(=C1)C=1N=C2C(=C(C=NC2=CC1)C(=O)N)NC(C)C